(4-methoxybenzyl)(4-dimethylaminobenzyl) carbamate C(N)(OC(C1=CC=C(C=C1)N(C)C)CC1=CC=C(C=C1)OC)=O